(thiobis(ethane-2,1-diyl))bis(1-chloropropane-2-ol) S(CCC(C(C)O)Cl)CCC(C(C)O)Cl